1-[3-cyano-4-(trifluoromethyl)phenyl]cyclopropyl-3-methyl-N-[1-(1H-1,2,4-triazol-3-yl)ethyl]-1H-pyrrole-2-carboxamide C(#N)C=1C=C(C=CC1C(F)(F)F)C1(CC1)N1C(=C(C=C1)C)C(=O)NC(C)C1=NNC=N1